[N+](=O)([O-])C=1C=C(C=CC1)C1=CC=C(N=N1)C1N(CC2C1CC(C2)N)CC2CCOCC2 (6-(3-Nitrophenyl)pyridazin-3-yl)-2-((tetrahydro-2H-pyran-4-yl)methyl)octahydrocyclopenta[c]pyrrol-5-amine